4-((6-hydroxyspiro[3.3]heptan-2-yl)amino)-1H-pyrrole OC1CC2(CC(C2)NC=2C=CNC2)C1